(6R)-5-methyltetrahydrofolic acid CN1C=2C(NC(=NC2NC[C@H]1CNC1=CC=C(C(N[C@@H](CCC(=O)O)C(=O)O)=O)C=C1)N)=O